BrC1=C(C=CC=C1)/C=C/C(=O)N1C(OCC1)=O (E)-3-(3-(2-bromophenyl)acryloyl)oxazolidin-2-one